O=C1NC(CCC1N1CC2=CC=C(C=C2C1=O)OC(N(C1CN(C1)C1=CC=CC=C1)C)=O)=O (2-(2,6-dioxopiperidin-3-yl)-3-oxoisoindolin-5-yl)methyl(1-phenylazetidin-3-yl)carbamate